FC(C1(CC1)C1=CC=C(C=C1)C1CNC1)(F)F 3-[4-[1-(Trifluoromethyl)cyclopropyl]phenyl]azetidine